C(C)(C)(C)C1=NC(=CC(=N1)C1=NN=C(O1)C1=C(C=C(C=C1)NS(=O)(=O)CCO)N1CCC2(CC2)CC1)C N-(4-(5-(2-(tert-Butyl)-6-methylpyrimidin-4-yl)-1,3,4-oxadiazol-2-yl)-3-(6-azaspiro[2.5]octan-6-yl)phenyl)-2-hydroxyethane-1-sulfonamide